3-[(1-Aminocyclopropyl)methoxy]-6-[[2-[2-oxo-3-(3-oxo-4H-pyrido[3,2-b][1,4]oxazin-6-yl)-1,3-oxazolidin-5-yl]ethylamino]methyl]-6,7-dihydro-5H-cyclopenta[c]pyridine-1-carbonitrile NC1(CC1)COC1=CC2=C(C(=N1)C#N)CC(C2)CNCCC2CN(C(O2)=O)C=2C=CC=1OCC(NC1N2)=O